1-(3-iodo-1-(tetrahydro-2H-pyran-2-yl)-1H-indazol-6-yl)-5-(4-methoxybenzyl)-6-phenyl-5-azaspiro[2.4]heptane-4-one IC1=NN(C2=CC(=CC=C12)C1CC12C(N(C(C2)C2=CC=CC=C2)CC2=CC=C(C=C2)OC)=O)C2OCCCC2